C[Si](CCOCN1C=NC(=C1)C(=O)OCC)(C)C ethyl 1-{[2-(trimethylsilyl)ethoxy]methyl}imidazole-4-carboxylate